C(C1CO1)OCCC[SiH2]COCOC(C)=O γ-glycidoxypropyl-acetoxymethoxymethylsilane